(R*)-N-(3-Cyano-4-fluorophenyl)-11,11-difluoro-8-(hydroxymethyl)-3,4,8,9,10,11-hexahydro-1H-pyrido[4',3':3,4]pyrazolo[1,5-a]azepine-2(7H)-carboxamide C(#N)C=1C=C(C=CC1F)NC(=O)N1CC=2C(=NN3C2C(CC[C@H](C3)CO)(F)F)CC1 |o1:22|